C(C)(=O)NCCNC(C1=C(C(=CC=C1S(=O)(=O)C)OC1=CC(=CC(=C1)F)F)Br)=O N-(2-acetamidoethyl)-2-bromo-3-(3,5-difluorophenoxy)-6-methylsulfonyl-benzamide